N[C@@H]1C2=CC=CC=C2CC12CCN(CC2)C=2N=CC=1C(N2)=NN(C1O)C1=C(C=CC=C1Cl)Cl (S)-6-(1-amino-1,3-dihydro-spiro[indene-2,4'-piperidin]-1'-yl)-2-(2,6-dichlorophenyl)-2H-pyrazolo[3,4-d]pyrimidin-3-ol